N-(1'-(2-(isopropyl(methyl)amino)-6-methylpyrimidin-4-yl)-1',2'-dihydrospiro[cyclopropane-1,3'-pyrrolo[3,2-c]pyridin]-6'-yl)acetamide C(C)(C)N(C1=NC(=CC(=N1)N1CC2(C=3C=NC(=CC31)NC(C)=O)CC2)C)C